sodium (+)-L-ascorbate O=C1C(O)=C([O-])[C@H](O1)[C@@H](O)CO.[Na+]